6-bromo-3-methyl-1-(pyridazin-3-ylmethyl)-1,3-dihydro-2H-imidazo[4,5-b]pyridin-2-one BrC=1C=C2C(=NC1)N(C(N2CC=2N=NC=CC2)=O)C